C1(CCCCC1)OC1=CC=C(C=N1)S(=O)(=O)N1[C@@H]([C@@H]2CC[C@H](C1)N2C(=O)OCCOC)C(=O)OCC 2-ethyl 8-(2-methoxyethyl) (1S,2S,5R)-3-((6-(cyclohexyloxy) pyridin-3-yl) sulfonyl)-3,8-diazabicyclo[3.2.1]octane-2,8-dicarboxylate